C(C)(=O)N1C=C(C2=CC=CC(=C12)OC)/C=C/C(=O)NCCC1=C(C=CC=C1)C1=CC=CC=C1 (E)-3-(1-acetyl-7-methoxyindol-3-yl)-N-[2-(2-phenylphenyl)ethyl]prop-2-enamide